1,5-dimethyl-6-(2-methyl-4-sulfanylphenyl)-3-{[2-(trimethylsilyl)ethoxy]methyl}pyrimidine-2,4(1H,3H)-dione CN1C(N(C(C(=C1C1=C(C=C(C=C1)S)C)C)=O)COCC[Si](C)(C)C)=O